[Mn].[Li].N1=C(C=NC=C1)C=1C(=NOC1)C(=O)NC=1C=NN(C1)C1CCC2=CC(=CC=C12)C(F)(F)F (pyrazin-2-yl)-N-(1-(5-(trifluoromethyl)-2,3-dihydro-1H-inden-1-yl)-1H-pyrazol-4-yl)isoxazole-3-carboxamide lithium manganese